P(=O)([O-])([O-])[O-].[Sn+4].[W+4] tungsten tin phosphate